(2R,3R,4R,5R)-5-((3-chloro-1,2,4-thiadiazol-5-yl)amino)-2-(13-((2,4-dinitrophenyl)amino)-2,5,8,11-tetraoxatridecyl)tetrahydro-2H-pyran-3,4-diol ClC1=NSC(=N1)N[C@H]1[C@H]([C@H]([C@H](OC1)COCCOCCOCCOCCNC1=C(C=C(C=C1)[N+](=O)[O-])[N+](=O)[O-])O)O